thio-thymine N1C(=S)NC(=O)C(C)=C1